N-((2R)-1-(7-(1H-indazol-5-yl)-10-oxo-3,9-diazaspiro[5.5]undecan-3-yl)-3-methyl-1-oxobutan-2-yl)-2-fluoro-5-(trifluoromethyl)benzamide N1N=CC2=CC(=CC=C12)C1C2(CCN(CC2)C([C@@H](C(C)C)NC(C2=C(C=CC(=C2)C(F)(F)F)F)=O)=O)CC(NC1)=O